CC1=CC=C2C(=N1)N=C(O2)N2CCN(CC2)C(=O)C=2C=NC(=C(C2)C)N2CC(C2)OC(C(F)(F)F)C [4-(5-Methyloxazolo[4,5-b]pyridin-2-yl)piperazin-1-yl]-[5-methyl-6-[3-(2,2,2-trifluoro-1-methylethoxy)azetidin-1-yl]-3-pyridyl]methanon